CC1=C(C(C(=O)O)=CC=C1)C(=O)O 3-methylphthalic acid